FC(C=1C=C(C=C(C1)C(F)(F)F)N(C(OC(C)(C)C)=O)CCO)(F)F tert-butyl [3,5-bis(trifluoromethyl)phenyl](2-hydroxyethyl)carbamate